(R)-3-(3,5-difluoro-4-((6S,8R)-8-methyl-2-Oxo-7-(2,2,2-trifluoroethyl)-3-trityl-2,3,6,7,8,9-hexahydrooxazolo[5,4-f]isoquinolin-6-yl)phenoxy)pyrrolidine-1-carboxylate FC=1C=C(O[C@H]2CN(CC2)C(=O)[O-])C=C(C1[C@H]1N([C@@H](CC2=C3C(=CC=C12)N(C(O3)=O)C(C3=CC=CC=C3)(C3=CC=CC=C3)C3=CC=CC=C3)C)CC(F)(F)F)F